(R)-N-(2-fluoro-3-hydroxy-3-methylbutyl)-4-((3-hydroxy-3-methylbutyl)amino)-6-(2-methylpyridin-4-yl)pyrrolo[1,2-b]pyridazine-3-carboxamide F[C@H](CNC(=O)C1=C(C=2N(N=C1)C=C(C2)C2=CC(=NC=C2)C)NCCC(C)(C)O)C(C)(C)O